4-(4-amino-6-(4-methacrylamido-phenyl)-7-methyl-7H-pyrrolo[2,3-d]pyrimidin-5-yl)-N-methyl-5,6-dihydropyridine-1(2H)-carboxamide NC=1C2=C(N=CN1)N(C(=C2C2=CCN(CC2)C(=O)NC)C2=CC=C(C=C2)NC(C(=C)C)=O)C